(R)-3-(allylthio)-2-amino-2-methylpropanoic acid C(C=C)SC[C@](C(=O)O)(C)N